N-{6-[2-(2-Methoxyethoxy)ethoxy]pyridin-3-yl}-17-methylmorphinan-3-amin COCCOCCOC1=CC=C(C=N1)NC=1C=CC=2C[C@@H]3[C@@H]4CCCC[C@@]4(C2C1)CCN3C